tert-butyl (4-((4-(N,N-bis(4-methoxybenzyl)sulfamoyl)-6-(2-(2-chlorophenyl)acetamido)-2H-indazol-2-yl)methyl)phenyl)carbamate COC1=CC=C(CN(S(=O)(=O)C=2C3=CN(N=C3C=C(C2)NC(CC2=C(C=CC=C2)Cl)=O)CC2=CC=C(C=C2)NC(OC(C)(C)C)=O)CC2=CC=C(C=C2)OC)C=C1